3-azathiophene S1C=NC=C1